2-[4-[[[6-[cyclopropyl-[1-[4-(trifluoromethyl)phenyl]ethyl]amino]-5-fluoro-pyrimidin-4-yl]amino]methyl]phenyl]acetamide C1(CC1)N(C1=C(C(=NC=N1)NCC1=CC=C(C=C1)CC(=O)N)F)C(C)C1=CC=C(C=C1)C(F)(F)F